carbon tri-carbon [C].[C].[C].[C]